BrC=1C=C2C(=NC1)N=C(S2)Cl 6-bromo-2-chloro-thiazolo[4,5-b]pyridine